FC1=NC(=C2N=CN(C2=N1)C1OCC1)NCC1=CC=C(C=C1)OC 2-fluoro-6-[(4-methoxybenzyl)amino]-9-(oxetan-2-yl)-9H-purine